5'-iodo-[1,1':2',1''-terphenyl]-3'-ol IC=1C=C(C(=C(C1)C1=CC=CC=C1)C1=CC=CC=C1)O